5-([5-(6-([1-(aminomethyl)cyclopropyl]methoxy)-2,3-dihydrofuro[3,2-b]pyridin-7-yl)-1H-pyrazol-3-yl]amino)pyrazine-2-carbonitrile NCC1(CC1)COC=1C(=C2C(=NC1)CCO2)C2=CC(=NN2)NC=2N=CC(=NC2)C#N